BrC=1C=C(C(=O)N)C(=CN1)NC(CCCCl)=O 2-bromo-5-(4-chlorobutanamido)isonicotinamide